2-(3-(3-hydroxy-3-methylpyrrolidin-1-yl)-1H-pyrazol-1-yl)benzonitrile OC1(CN(CC1)C1=NN(C=C1)C1=C(C#N)C=CC=C1)C